COC1=C(OCCCCCCCCNC(OC(C)(C)C)=O)C(=CC(=C1)\C=C\C(N1CCC=CC1=O)=O)OC tert-butyl (E)-(8-(2,6-dimethoxy-4-(3-oxo-3-(6-oxo-3,6-dihydropyridin-1(2H)-yl)prop-1-en-1-yl)phenoxy)octyl)carbamate